3',6'-di(azetidin-1-yl)-6-(4-(2-((6-chlorohexyl)oxy)ethoxy)butyl)-2-diazospiro[indene-1,9'-xanthen]-3(2H)-one N1(CCC1)C=1C=CC=2C3(C4=CC=C(C=C4OC2C1)N1CCC1)C(C(C1=CC=C(C=C13)CCCCOCCOCCCCCCCl)=O)=[N+]=[N-]